OC(C)(C)C1=CC=CC(=N1)C=O 6-(2-hydroxypropan-2-yl)pyridinaldehyde